1-(3'-carboxypropyl)-3-vinylimidazolium chloride [Cl-].C(=O)(O)CCCN1C=[N+](C=C1)C=C